N=1SN=C2C1C=CC=C2 benzo[c][1,2,5]-thiadiazole